FC(C(=O)NCC=1N=C(C2=CC=CC=C2C1)C1=CC=C(C=C1)C(F)(F)F)=C 2-Fluoro-N-((1-(4-(trifluoromethyl)phenyl)isoquinolin-3-yl)methyl)acrylamide